FC=1C=C2C=CN(C2=CC1)S(=O)(=O)C1=CC=CC=C1 5-fluoro-1-(phenylsulfonyl)-1H-indole